3-(1,3-dioxaindolin-5-yl)urea O1COC2=CC(=CC=C12)NC(N)=O